(E)-3-(7-amino-5-(ethoxymethyl)-2-phenyl-1H-indol-3-yl)-1-phenylprop-2-en-1-one NC=1C=C(C=C2C(=C(NC12)C1=CC=CC=C1)/C=C/C(=O)C1=CC=CC=C1)COCC